ClC=1C=C(COC2=CC=C(C=N2)CC2=NOC(=C2)C=2C(=NC=CC2)N)C=C(C1)F 3-(3-((6-((3-chloro-5-fluorobenzyl)oxy)pyridin-3-yl)methyl)isoxazol-5-yl)pyridin-2-amine